ethyl 4-(3-fluoro-5-(trifluoromethyl)benzamido)-1H-pyrrole-2-carboxylate FC=1C=C(C(=O)NC=2C=C(NC2)C(=O)OCC)C=C(C1)C(F)(F)F